7-Benzyloxy-2,3-dihydro-benzo[1,4]dioxine-2-carboxylic acid (morpholin-3-ylmethyl)-amide N1C(COCC1)CNC(=O)C1COC2=C(O1)C=C(C=C2)OCC2=CC=CC=C2